N-((3S,5R)-5-cyano-1-(7-(8-ethynyl-3-hydroxynaphthalen-1-yl)-8-fluoro-2-((tetrahydro-1H-pyrrolizin-7a(5H)-yl)methoxy)pyrido[4,3-d]pyrimidin-4-yl)azepan-3-yl)acrylamide C(#N)[C@H]1C[C@@H](CN(CC1)C=1C2=C(N=C(N1)OCC13CCCN3CCC1)C(=C(N=C2)C2=CC(=CC1=CC=CC(=C21)C#C)O)F)NC(C=C)=O